gamma-isophorone CC1(CC(=C)CC(=O)C1)C